ClC=1C=C2C(=C(C(=NC2=C(C1)F)N1[C@@H](CN(CC1)CC1CCOCC1)C)C1=NC(=NO1)C)C (R)-5-(6-chloro-8-fluoro-4-methyl-2-(2-methyl-4-((tetrahydro-2H-pyran-4-yl)methyl)piperazin-1-yl)quinolin-3-yl)-3-methyl-1,2,4-oxadiazole